5-((2',3'-dichloro-3,6-dihydro-[4,4'-bipyridyl]-1(2H)-yl)methyl)-2-(2,4-dioxotetrahydropyrimidin-1(2H)-yl)isoindoline-1,3-dione ClC1=NC=CC(=C1Cl)C=1CCN(CC1)CC=1C=C2C(N(C(C2=CC1)=O)N1C(NC(CC1)=O)=O)=O